S=C1SCC=N1 2-thioxothiazoline